N-(3-(benzo[d][1,3]dioxol-5-yl)-1H-pyrazol-5-yl)-4-((1-methylpiperidin-4-yl)methoxy)benzamide O1COC2=C1C=CC(=C2)C2=NNC(=C2)NC(C2=CC=C(C=C2)OCC2CCN(CC2)C)=O